N1N=CC2=CC=C(C=C12)C1=CC=C(C(=N1)OC)NC(=O)C=1C(=NOC1C)C1=CC=CC=C1 [6-(1H-indazol-6-yl)-2-methoxy-3-pyridinyl]-5-methyl-3-phenyl-isoxazole-4-carboxamide